C1(CCCCCC1)C#CC(=O)O.C(C1=CC=CC=C1)OC(OCC1=CC=CC=C1)(OCC1=CC=CC=C1)C tribenzyloxymethyl-methane cycloheptyl-propiolate